C(OC=CCCCC)(OC)=O HEXENYL METHYL CARBONATE